(2-amino-6-(3-fluoro-2-methylphenyl)imidazo[1,2-a]pyridin-3-yl)(azetidin-3-yl)methanone NC=1N=C2N(C=C(C=C2)C2=C(C(=CC=C2)F)C)C1C(=O)C1CNC1